bis-(4-hydroxyphenyl)tolylmethane OC1=CC=C(C=C1)C(C1=C(C=CC=C1)C)C1=CC=C(C=C1)O